bis(3-((3,3-dimethylheptanoyl)oxy)-2-(((3,3-dimethylheptanoyl) oxy)methyl)-2-methylpropyl) 4-oxoheptanedioate O=C(CCC(=O)OCC(COC(CC(CCCC)(C)C)=O)(C)COC(CC(CCCC)(C)C)=O)CCC(=O)OCC(COC(CC(CCCC)(C)C)=O)(C)COC(CC(CCCC)(C)C)=O